Ethyl 2-(2-chloro-4-isopropyl-7-oxo-thieno[2,3-d]pyridazin-6-yl)acetate ClC1=CC2=C(C(N(N=C2C(C)C)CC(=O)OCC)=O)S1